tert-butyl 6-{4-[(1S)-1-{[(tert-butoxy)carbonyl]amino}-4-(2-nitro-1H-imidazol-1-yl)butyl]-1H-1,2,3-triazol-1-yl}hexanoate C(C)(C)(C)OC(=O)N[C@@H](CCCN1C(=NC=C1)[N+](=O)[O-])C=1N=NN(C1)CCCCCC(=O)OC(C)(C)C